[3-fluoro-5-(1,1,2,2,3,3,3-heptafluoropropyl)-2-pyridyl]-5-nitro-2-[1-[3-(2-oxooxazolidin-3-yl)propyl]tetrazol-5-yl]sulfanyl-benzamide FC=1C(=NC=C(C1)C(C(C(F)(F)F)(F)F)(F)F)C=1C(=C(C(=O)N)C=C(C1)[N+](=O)[O-])SC1=NN=NN1CCCN1C(OCC1)=O